(1R,3S,5R)-2-(2-(3-acetyl-7-methyl-5-(2-propionylpyrimidin-5-yl)-1H-indazol-1-yl)acetyl)-N-(6-bromo-3-methylpyridin-2-yl)-5-methyl-2-azabicyclo[3.1.0]hexane-3-carboxamide C(C)(=O)C1=NN(C2=C(C=C(C=C12)C=1C=NC(=NC1)C(CC)=O)C)CC(=O)N1[C@@H]2C[C@@]2(C[C@H]1C(=O)NC1=NC(=CC=C1C)Br)C